6-[3-(1,3-dioxoisoindolin-2-yl)but-1-ynyl]pyrimidine-4-carboxamide O=C1N(C(C2=CC=CC=C12)=O)C(C#CC1=CC(=NC=N1)C(=O)N)C